(20R)-3-(cyclopropylmethyl)-17-fluoro-20-methyl-21-oxa-3,4,12,24-tetraazapentacyclo[20.3.1.02,6.08,13.014,19]hexacosa-1(25),2(6),4,8(13),9,11,14,16,18,22(26),23-undecaen-23-amine C1(CC1)CN1C=2C3=CN=C(C(O[C@@H](C4=CC(=CC=C4C=4N=CC=CC4CC2C=N1)F)C)=C3)N